CNCCN1CCOCC1 methyl-(2-morpholin-4-yl-ethyl)-amine